CN1N=CC(=C1)C=1SC=C(N1)C(=O)N 2-(1-methyl-1H-pyrazol-4-yl)thiazole-4-carboxamide